3-methyl-N-(1-methylcyclopropyl)-1-[(1-methylcyclopropyl)methyl]-2-oxo-benzimidazole-5-sulfonamide CN1C(N(C2=C1C=C(C=C2)S(=O)(=O)NC2(CC2)C)CC2(CC2)C)=O